methyl (S)-2-((tert-butoxycarbonyl)amino)-5-(2,3-dihydrobenzo[f][1,4]oxazepin-4(5H)-yl)-5-oxopentanoate C(C)(C)(C)OC(=O)N[C@H](C(=O)OC)CCC(=O)N1CCOC2=C(C1)C=CC=C2